C(C)(=O)N1CCC(CC1)N1C(=NC=C1)C(C1=CC(=C(C=C1)F)Cl)C1=CC(=C(C=C1)F)Cl N-(1-acetylpiperidin-4-yl)-2-(bis(3-chloro-4-fluorophenyl)methyl)-1H-imidazole